FC=1C(=C(C=CC1F)[C@@H]1[C@@H](O[C@@]([C@@H]1C)(C(F)(F)F)C)C(=O)NC1=CC(=NC=C1)C(=O)N)O 4-((2R,3R,4R,5S)-3-(3,4-difluoro-2-hydroxyphenyl)-4,5-dimethyl-5-(trifluoromethyl)tetrahydrofuran-2-carboxamido)picolinamide